1-(3-ethoxy-4-methyl-1-phenyl-1H-pyrazol-5-yl)-3-((3R,4S)-1-(1-methyl-1H-pyrazol-5-yl)-4-phenylpyrrolidin-3-yl)urea C(C)OC1=NN(C(=C1C)NC(=O)N[C@H]1CN(C[C@@H]1C1=CC=CC=C1)C1=CC=NN1C)C1=CC=CC=C1